N-(1-(tert-butyl)-1H-pyrazol-4-yl)-2-(4-((6-(ethylthio)quinolin-4-yl)oxy)-2-fluorophenyl)acetamide C(C)(C)(C)N1N=CC(=C1)NC(CC1=C(C=C(C=C1)OC1=CC=NC2=CC=C(C=C12)SCC)F)=O